NC1C(N(C=2N(CC1)N=C(C2)C2=CC=CC=C2)C)=O 6-amino-4-methyl-2-phenyl-7,8-dihydro-4H-pyrazolo[1,5-a][1,3]diazepin-5(6H)-one